COC(C)(C)OC1=C2CCC(C2=C(C=C1)SC(F)(F)F)=O 4-(1-methoxyisopropoxy)-7-(trifluoromethylthio)-2,3-dihydro-1H-inden-1-one